N,N-dimethyl-2-morpholino-4-(3-pyrazol-1-yl-phenyl)-6-(4-pyridylamino)pyrimidine-5-carboxamide CN(C(=O)C=1C(=NC(=NC1NC1=CC=NC=C1)N1CCOCC1)C1=CC(=CC=C1)N1N=CC=C1)C